N,N-di-n-octylaminomethylphenyl-hypophosphorous acid C(CCCCCCC)N(CCCCCCCC)CP(=O)(O)C1=CC=CC=C1